1-(4-(5-fluoro-4-((3-methyl-4-((1-methyl-1H-benzo[d][1,2,3]triazol-5-yl)oxy)phenyl)amino)quinazolin-6-yl)piperazin-1-yl)prop-2-en-1-one FC1=C2C(=NC=NC2=CC=C1N1CCN(CC1)C(C=C)=O)NC1=CC(=C(C=C1)OC1=CC2=C(N(N=N2)C)C=C1)C